CN1N=CC(=C1)C=1C=CC=2N(N1)N=CC2 6-(1-methyl-1H-pyrazol-4-yl)pyrazolo[1,5-b]pyridazine